COC(=O)C1=C(C=CC=C1)[N+]#N 2-methoxycarbonyl-benzenediazonium